ClC=1C=C(C=CC1)C(CC1=CC=CC2=CC=CC(=C12)O)=O 1-(3-chlorophenyl)-2-(8-hydroxynaphthalen-1-yl)ethan-1-one